FC(C1=NN=C(O1)C1=CC(=C(CN2C(N(C3=C2C=C(C(=C3)F)F)C3CCN(CC3)C3COC3)=O)C=C1)F)F 1-(4-(5-(difluoromethyl)-1,3,4-oxadiazol-2-yl)-2-fluorobenzyl)-5,6-difluoro-3-(1-(oxetan-3-yl)piperidin-4-yl)-1,3-dihydro-2H-benzo[d]imidazol-2-one